ClC=1C=C(CONC(=O)C2=C(N=C3OC=CN32)C3=CC2=CC=CC=C2C=C3)C=CC1Cl N-((3,4-dichlorobenzyl)oxy)-6-(naphthalen-2-yl)imidazo[2,1-b]oxazole-5-carboxamide